4-((2R,4R)-1-((5-methoxy-7-methyl-1H-indol-4-yl)methyl)-4-((tetrahydro-2H-pyran-4-yl)methoxy)piperidin-2-yl)benzoic acid COC=1C(=C2C=CNC2=C(C1)C)CN1[C@H](C[C@@H](CC1)OCC1CCOCC1)C1=CC=C(C(=O)O)C=C1